NC1=NC=CC2=C1N(C(N2C[C@H]2N(CCC2)C(C#CC)=O)=O)C2=CC=C(C=C2)OC2=CC=CC=C2 (S)-4-amino-1-((1-(but-2-ynoyl)pyrrolidin-2-yl)methyl)-3-(4-phenoxyphenyl)-1H-imidazo[4,5-c]pyridin-2(3H)-one